methyl-1,2,3,4-tetrahydroisoquinoline hydrochloride Cl.CC1NCCC2=CC=CC=C12